2-(1-Piperidyl)-1,3-benzoxazole-6-carboxylic acid N1(CCCCC1)C=1OC2=C(N1)C=CC(=C2)C(=O)O